C(C)C1(CN(C1)S(=O)(=O)N1C[C@H](CCC1)C(=O)N1[C@H](CCC1)C(=O)NCC1=C(C=C(C=C1)C(F)(F)F)F)O 1-(((3S)-1-((3-ethyl-3-hydroxy-1-azetidinyl)sulfonyl)-3-piperidinyl)carbonyl)-N-(2-fluoro-4-(trifluoromethyl)benzyl)-D-prolinamide